3-[(S)-1-(5-Iodo-1H-benzoimidazol-2-yl)-2-phenyl-ethyl]-imidazolidine-2,4-dione; compound with trifluoro-acetic acid FC(C(=O)O)(F)F.IC1=CC2=C(NC(=N2)[C@H](CC2=CC=CC=C2)N2C(NCC2=O)=O)C=C1